N1C=NC2=C1C=CC(=C2)N2C(NC[C@@H]2C2=CC=C(C=C2)C2=CN=C(S2)C(F)(F)F)=O (5S)-1-(1H-benzimidazol-5-yl)-5-{4-[2-(trifluoromethyl)-1,3-thiazol-5-yl]phenyl}-imidazolidin-2-one